tert-butyl (1-(3-nitrophenyl)-1,2,3,4-tetrahydroquinolin-3-yl)carbamate [N+](=O)([O-])C=1C=C(C=CC1)N1CC(CC2=CC=CC=C12)NC(OC(C)(C)C)=O